(2-(4-fluorophenyl)-2-hydroxy-3-(1H-imidazol-1-yl)propyl)-2-(6-methoxynaphthalen-2-yl)-N-methylpropanamide FC1=CC=C(C=C1)C(CC(C(=O)NC)(C)C1=CC2=CC=C(C=C2C=C1)OC)(CN1C=NC=C1)O